N-(4-(2-(4-chlorophenyl)but-3-yn-2-yl)thiazol-2-yl)-2-(4-(piperazin-1-yl)phenyl)acetamide ClC1=CC=C(C=C1)C(C)(C#C)C=1N=C(SC1)NC(CC1=CC=C(C=C1)N1CCNCC1)=O